6-(Cyclopropylmethoxy)-N-[(2S)-1-(fluoromethoxy)-3-methylbutan-2-yl]-5-(3-methoxyazetidin-1-yl)pyridine-2-carboxamide C1(CC1)COC1=C(C=CC(=N1)C(=O)N[C@H](COCF)C(C)C)N1CC(C1)OC